FC=1C=C(C=C(C1F)N1CC(C1)OC(C)C)[C@H]1[C@@H](C1)C=1C=NC(=NC1)C1=NC=CC=N1 trans-5-(2-(3,4-Difluoro-5-(3-isopropoxyazetidin-1-yl)phenyl)cyclopropyl)-2,2'-bipyrimidine